N,N'-bis-[3-(p-toluenesulfonyloxy)phenyl]urea CC1=CC=C(C=C1)S(=O)(=O)OC=1C=C(C=CC1)NC(=O)NC1=CC(=CC=C1)OS(=O)(=O)C1=CC=C(C)C=C1